2-chloro-2'-amino-deoxyadenosine ClC=1N=C(C=2N=CN([C@H]3[C@@H]([C@H](O)[C@@H](CO)O3)N)C2N1)N